CN1CC(C(CC1)CC=1SC2=C(N1)C=C(C=C2)B2OC(C(O2)(C)C)(C)C)C 2-((1,3-dimethylpiperidin-4-yl)methyl)-5-(4,4,5,5-tetramethyl-1,3,2-dioxaborolan-2-yl)benzo[d]thiazole